(M)-2-(4-(4-(aminomethyl)-1-oxo-1,2-dihydrophthalazin-6-yl)-1-methyl-1H-pyrazol-5-yl)-4-chloro-6-cyclopropoxy-3-methylbenzonitrile NCC1=NNC(C2=CC=C(C=C12)C=1C=NN(C1C1=C(C#N)C(=CC(=C1C)Cl)OC1CC1)C)=O